CC(C)(OC(CCOCCOCCNC(CCC(=O)O)=O)=O)C 2,2-dimethyl-4,14-dioxo-3,7,10-trioxa-13-azaheptadecan-17-oic acid